CC(C(C(=O)[O-])O)(C)C.[Na+] sodium 3,3-dimethyl-2-hydroxybutyrate